C(C)(C)(C)[Si](OCCCN1N=CC(=C1C)B1OC(C(O1)(C)C)(C)C)(C)C tert-butyl-dimethyl-[3-[5-methyl-4-(4,4,5,5-tetramethyl-1,3,2-dioxaborolan-2-yl)pyrazol-1-yl]propoxy]silane